4'-(trifluoromethyl)-[1,4'-bipiperidin]-4-ol FC(C1(CCNCC1)N1CCC(CC1)O)(F)F